CC(C)CCC[C@@H](C)[C@H]1C[C@@H]([C@H]2[C@@H]3CC[C@H]4C[C@H](CC[C@]4(C)[C@H]3CC[C@]12C)O)O 5alpha-cholestan-3beta,15alpha-diol